C1=C(C=CC=2C3=CC(=CC=C3C3=CC(=CC=C3C12)C(=O)O)C(=O)O)C(=O)O triphenylene-2,6,10-tricarboxylic acid